ClC1=CC=C(C=C1)C=1OC2=C(C=C(C=C2C(C1)=O)C)C(C)NC1=C(C(=O)O)C=CC=C1 2-((1-(2-(4-Chlorophenyl)-6-methyl-4-oxo-4H-chromen-8-yl)ethyl)amino)benzoic acid